2-((3aR,5r,6aS)-5-(3,4-difluorobenzyl)-5-hydroxyhexa-hydrocyclopenta[c]pyrrol-2(1H)-yl)-1-(4-hydroxyphenyl)ethanone FC=1C=C(CC2(C[C@@H]3[C@@H](CN(C3)CC(=O)C3=CC=C(C=C3)O)C2)O)C=CC1F